C(C=CCCC)C1CCCC(O1)=O 6-hex-2-enyloxan-2-one